NC1=NC2=CC=C(C=C2C=N1)C=1C(=C(C=CC1F)C1=C(C=C(C=C1F)F)S(=O)(=O)N)F (3-(2-aminoquinazolin-6-yl)-2,4-difluorophenyl)-3,5-difluorobenzenesulfonamide